6-(dimethyl-amino)-2-{6-[(5S)-5-ethyl-6,7-dihydro-5H-pyrrolo[2,1-c][1,2,4]triazol-3-yl]pyridin-2-yl}-4-[(methyl-amino)methyl]-2,3-dihydro-1H-pyrrolo[3,4-c]pyridin-1-one CN(C1=CC2=C(C(=N1)CNC)CN(C2=O)C2=NC(=CC=C2)C=2N1C(=NN2)CC[C@@H]1CC)C